(2S,4R)-4-hydroxy-N-[(1S)-1-[4-(4-methylthiazol-5-yl)phenyl]ethyl]pyrrolidine-2-carboxamide hydrochloride Cl.O[C@@H]1C[C@H](NC1)C(=O)N[C@@H](C)C1=CC=C(C=C1)C1=C(N=CS1)C